BrC=1C=CC(=C(C1)S(=O)(=O)NC=1C=NC=2CCNC(C2C1)=O)OC 5-Bromo-2-methoxy-N-(5-oxo-5,6,7,8-tetrahydro-1,6-naphthyridin-3-yl)benzenesulfonamide